3-amino-N-[(3R)-8-fluoro-7-{9-oxa-3,7-diazabicyclo[3.3.1]nonan-3-yl}-3,4-dihydro-2H-1-benzopyran-3-yl]-6-methylthieno[2,3-b]pyridine-2-carboxamide NC1=C(SC2=NC(=CC=C21)C)C(=O)N[C@H]2COC1=C(C2)C=CC(=C1F)N1CC2CNCC(C1)O2